(R*)-1-(7-bromo-5-chloro-2'-(methylthio)-3,4,5',8'-tetrahydro-2H-spiro[naphthalene-1,7'-pyrano[4,3-d]pyrimidin]-4'-yl)azepane-4-carbonitrile BrC1=CC(=C2CCCC3(CC=4N=C(N=C(C4CO3)N3CC[C@@H](CCC3)C#N)SC)C2=C1)Cl |o1:21|